diethyl (4-(piperazine-1-yl)phenyl) phosphate P(=O)(OCC)(OCC)OC1=CC=C(C=C1)N1CCNCC1